C(#N)[C@H](C[C@H]1C(NCC1)=O)NC([C@@H](NC(=O)C1=CC(=NN1)C1=C(C=CC=C1)OC)CC(C)(C)C)=O N-{(1S)-1-cyano-2-[(3S)-2-oxopyrrolidin-3-yl]ethyl}-N2-{[3-(2-methoxyphenyl)-1H-pyrazol-5-yl]carbonyl}-4-methyl-L-leucinamide